CC=1C=C(C=C(C1)C)[SiH3] (3,5-dimethylphenyl)silane